ClC1=CC=C(S1)C=1C=C2C(=NC1)C=NN2CC=2OC(=NN2)C 2-[[6-(5-Chloro-2-thienyl)pyrazolo[4,3-b]pyridin-1-yl]methyl]-5-methyl-1,3,4-oxadiazole